4-(4-(azetidin-3-yl)piperazin-1-yl)-N-(5-(3,5-difluorobenzyl)-1H-indazol-3-yl)-2-((tetrahydro-2H-pyran-4-yl)amino)benzamide N1CC(C1)N1CCN(CC1)C1=CC(=C(C(=O)NC2=NNC3=CC=C(C=C23)CC2=CC(=CC(=C2)F)F)C=C1)NC1CCOCC1